tert-Butyl 2,4-dicyano-6-methoxy-3-(3-methoxypropylamino)phenyl carbonate C(OC(C)(C)C)(OC1=C(C(=C(C=C1OC)C#N)NCCCOC)C#N)=O